3,3,4,4,5,5,5-heptafluoro-2-pentanol FC(C(C)O)(C(C(F)(F)F)(F)F)F